(1-hydroxypropan-2-yl)terephthalamide OCC(C)C1=C(C(=O)N)C=CC(=C1)C(=O)N